The molecule is a N-acyl-15-methylhexadecasphinganine in which the acyl group has 17 carbons and 0 double bonds. It is a N-acyl-15-methylhexadecasphinganine and a Cer(d34:0). CCCCCCCCCCCCCCCCC(=O)N[C@@H](CO)[C@@H](CCCCCCCCCCCC(C)C)O